BrCCCCC(=O)OCCCCCCCCCCCC Dodecyl 5-bromopentanoate